(3R)-N-(3-{5-cyclopropyl-2H-pyrazolo[3,4-b]pyridin-2-yl}-4-fluorophenyl)-3-fluoropyrrolidine C1(CC1)C1=CC=2C(N=C1)=NN(C2)C=2C=C(C=CC2F)N2C[C@@H](CC2)F